OC(C)(C)C=1C=C(C=NC1)C1=CC=2C3=C(C=NC2C=C1)NC(C31CC1C)=O 8'-(5-(2-Hydroxypropan-2-yl)pyridin-3-yl)-3-methylspiro[cyclopropane-1,1'-pyrrolo[2,3-c]quinolin]-2'(3'H)-one